1-[2-(hydroxymethyl)phenyl]-1-pentanol OCC1=C(C=CC=C1)C(CCCC)O